C(C=C)(=O)N1C(N(CC1)[C@H](C(=O)OC(C)(C)C)C(C)C)=O tert-butyl (S)-2-(3-acryloyl-2-oxoimidazolidin-1-yl)-3-methylbutanoate